C(#N)C1=C(C(NC=2C=CC(=NC12)CC(=O)NC1=CC=C(C=C1)OC)=O)O 2-(8-cyano-7-hydroxy-6-oxo-5H-1,5-naphthyridin-2-yl)-N-(4-methoxyphenyl)acetamide